C(#N)CC(C)N1N=CC(=C1)NC(=O)C1=NNC2=CC=C(C=C12)OC(C)C1=C(C=NC=C1Cl)Cl N-(1-(1-Cyanopropan-2-yl)-1H-Pyrazol-4-yl)-5-(1-(3,5-Dichloropyridin-4-yl)ethoxy)-1H-Indazol-3-Carboxamid